The molecule is the hydrochloride salt of methoxyphenamine, a beta-adrenergic receptor agonist that regulates norephinephrine and ephinephrinein concentrations. It is a member of amphetamines and a hydrochloride. It contains a methoxyphenamine. CC(CC1=CC=CC=C1OC)NC.Cl